4-[(3R,4S)-4-[5-(4,7-diazaspiro[2.5]oct-7-yl)-2-pyridinyl]-3-methyl-1-piperidinyl]-1,6-dimethyl-pyrazolo[3,4-b]pyridine C1CC12NCCN(C2)C=2C=CC(=NC2)[C@@H]2[C@H](CN(CC2)C2=C1C(=NC(=C2)C)N(N=C1)C)C